BrC=1C=C(C(=C(C1)NC(=S)NC(C1=CC=CC=C1)=O)F)F N-((5-bromo-2,3-difluorophenyl)carbamothioyl)benzamide